11-(3-hydroperoxybut-3-enamido)undecanoic acid O(O)C(CC(=O)NCCCCCCCCCCC(=O)O)=C